ClC=1C=C(C=CC1F)C(C(=O)OCC)CN(C)C Ethyl 2-(3-chloro-4-fluoro-phenyl)-3-(dimethylamino)propionate